ClC1=CC=C(C=C1)C1=C(C=CC=C1)CN1[C@H]2CN([C@@H](C1)C2)CC=2C=C1CN(C(C1=CC2)=O)C2C(NC(CC2)=O)=O 3-(5-(((1R,4R)-5-((4'-chloro-[1,1'-biphenyl]-2-yl)methyl)-2,5-diazabicyclo[2.2.1]heptan-2-yl)methyl)-1-oxoisoindolin-2-yl)piperidine-2,6-dione